FC=1C=CC(=NC1C)C1=NC2=C(N1C=1C=CC=3N(N1)C(=CN3)C(=O)NCCO)CCC2 6-(2-(5-fluoro-6-methylpyridin-2-yl)-5,6-dihydro-cyclopenta[d]imidazol-1(4H)-yl)-N-(2-hydroxyethyl)imidazo[1,2-b]pyridazine-3-carboxamide